CN(C1=CC=CC=C1)C N,N-di-methylaniline